citrulline-(para-aminobenzyl carbamate) NC1=CC=C(CNC(O)=O)C=C1.N[C@@H](CCCNC(=O)N)C(=O)O